[SiH3]C(C(=O)O)=C.[SiH3]OC(C=C)=O.ClC1=C(C(=CC(=C1)C(C(F)(F)F)(C(F)(F)F)F)OC(F)(F)F)N1N=CC(=C1)C1=C(C(=O)N(CO)C2(CC2)C#N)C=CC=C1 1-[2-chloro-4-(1,1,1,2,3,3,3-heptafluoropropan-2-yl)-6-(trifluoromethoxy)phenyl]-1H-pyrazol-4-yl-N-(1-cyanocyclopropyl)-N-(hydroxymethyl)benzamide silyl-acrylate (SILYLACRYLATE)